(R)-3-(3'-ethoxy-4'-(7-oxo-6,7-dihydro-3H-[1,2,3]triazolo[4,5-d]pyrimidin-5-yl)-[1,1'-biphenyl]-3-yl)-2-methoxypropionic acid C(C)OC=1C=C(C=CC1C=1NC(C2=C(N1)NN=N2)=O)C2=CC(=CC=C2)C[C@H](C(=O)O)OC